COC=1C=C(C=CC1OC)C=1N(C2=CC=C(C=C2C1C(C)C)N1CCC2(OCCO2)CC1)C(=O)OC(C)(C)C tert-butyl 2-(3,4-dimethoxyphenyl)-3-isopropyl-5-(1,4-dioxa-8-azaspiro[4.5]decan-8-yl)-1H-indole-1-carboxylate